Ethyl (S)-3-(6-Fluoro-2'-methylbiphenyl-3-yl)-3-(3-(4-hydroxy-1-methyl-2-oxo-1,2-dihydropyridin-3-yl)ureido)propanoat FC1=CC=C(C=C1C1=C(C=CC=C1)C)[C@H](CC(=O)OCC)NC(=O)NC=1C(N(C=CC1O)C)=O